ClC1=C(C(=CC=C1)C)N1N=CC2=C1COC[C@@H]2NC(=O)C2=NC=C(C(=C2)C)C (R)-N-(1-(2-chloro-6-methylphenyl)-1,4,5,7-tetrahydropyrano[3,4-c]pyrazol-4-yl)-4,5-dimethylpyridinecarboxamide